C(C1=CC=CC=C1)N1CC2=CN(C=3N=CC=CC3C2=CC1)CC1=CC(=CC=C1)CC 3-Benzyl-6-(3-ethylbenzyl)-2,3,4,6-tetrahydropyrido[3,4-c][1,8]naphthyridine